CC1=CC(=CC(=N1)C#N)C(F)(F)F 6-methyl-4-(trifluoromethyl)picolinonitrile